3-benzyl-5-(phenyl-(benzoyl)methylene)oxazolidine-2,4-dione C(C1=CC=CC=C1)N1C(OC(C1=O)=C(C(C1=CC=CC=C1)=O)C1=CC=CC=C1)=O